C(C(=C)C)(=O)OCC[N+](C)(C)C[N+](CCCS(=O)(=O)[O-])(CCOC(C(=C)C)=O)CCOC(C(=C)C)=O 3-[[2-(methacryloyloxy)ethyl]dimethylammonio bis[2-(methacryloyloxy)ethyl](methyl)ammonio]propane-1-sulfonate